NC1=C(C=C(C=C1)C=1SC(=CC1)F)NC(=O)C=1N=NC(=CC1)S(=O)(=N)C N-[2-amino-5-(5-fluoro-2-thienyl)phenyl]-6-(methylsulfonimidoyl)pyridazine-3-carboxamide